1'-(4-chloro-3-fluorophenyl)-1',2'-dihydrospiro[cyclopentane-1,3'-pyrrolo[3,2-b]pyridine]-5'-carboxylic acid methyl ester COC(=O)C1=CC=C2C(=N1)C1(CN2C2=CC(=C(C=C2)Cl)F)CCCC1